tert-butyl-(2-(((6-cyclopropyl-7-oxo-6,7-dihydro-5H-pyrrolo[3,4-b]pyridin-3-yl) oxy) methyl)-3-fluoroallyl) carbamate C(N)(OCC(=C(F)C(C)(C)C)COC=1C=C2C(=NC1)C(N(C2)C2CC2)=O)=O